CC(C)(C)C=1C=C(C=CC1OC)O 3-(1,1-dimethylethyl)-4-methoxy-phenol